C(C)NC(=O)C1(CC(CCC1C(C)C)C)O N-ethyl-menthol-3-carboxamide